1-{6-[3-(benzylsulfamoyl)phenyl]-1,5-naphthyridin-4-yl}piperidine-4-carboxamide hydrochloride Cl.C(C1=CC=CC=C1)NS(=O)(=O)C=1C=C(C=CC1)C=1N=C2C(=CC=NC2=CC1)N1CCC(CC1)C(=O)N